Iridium [2-(phenylsulfonyl)acetophenone] C1(=CC=CC=C1)S(=O)(=O)CC(=O)C1=CC=CC=C1.[Ir]